COC=1C(=CC(=C(C1)N1CCC(CC1)N1CCN(CC1)C)CC)[N+](=O)[O-] (1-(5-methoxy-2-ethyl-4-nitrophenyl)piperidin-4-yl)-4-methylpiperazine